C(OCC1=C(C=CC(=C1)I)OC)([O-])=O 5-iodo-2-methoxyphenylmethyl carbonate